O1CCN(CC1)C1=CC=2C(=CN=NC2N)C=N1 7-morpholino-pyrido[3,4-d]pyridazin-1-amine